CC(=O)N[C@@H]1[C@H]([C@@H]([C@H](O[C@H]1O)CO)O)O[C@@H]2[C@@H]([C@H]([C@H]([C@H](O2)CO)O)O)O The molecule is an amino disaccharide that is 2-acetamido-2-deoxy-beta-D-glucopyranose in which the hydroxy group at position 3 has been converted into the corresponding alpha-D-galactopyranoside. It is an amino disaccharide, a member of acetamides and an alpha-D-galactoside. It derives from a N-acetyl-beta-D-glucosamine and an alpha-D-galactose.